FC=1C=C2CC(CC2=CC1)C(=O)NC1=CC=C(C=C1)C12CCC(CC1)(CC2)C(=O)O 4-(4-(5-fluoro-2,3-dihydro-1H-indene-2-carboxamido)phenyl)bicyclo[2.2.2]octane-1-carboxylic acid